methanediide monohydrochloride Cl.[CH2-2]